ClC1=C2C(=NC=3N(C2=CC=C1)C(=NN3)OC)N(C)C=3C=C(C=CC3)C3=CC=C(C=C3)C3CC3 chloro-N-(4'-cyclopropyl-[1,1'-biphenyl]-3-yl)-1-methoxy-N-methyl-[1,2,4]triazolo[4,3-a]quinazolin-5-amine